Acetylpiperidine C(C)(=O)N1CCCCC1